NC1=NC(=C2N=CN(C2=N1)CC1=C(C=CC=C1F)F)C=1C(=C(C#N)C=CC1)C 3-(2-amino-9-(2,6-difluorobenzyl)-9H-purin-6-yl)-2-methylbenzonitrile